FC=1C(=C(C=CC1F)[C@@H]1[C@H](O[C@]([C@H]1C)(C(F)(F)F)C)C(=O)NC1=CC(=NC=C1)C(=O)N)O 4-((2S,3R,4S,5R)-3-(3,4-difluoro-2-hydroxyphenyl)-4,5-dimethyl-5-(trifluoromethyl)tetrahydrofuran-2-carboxamido)picolinamide